C(CCCC)C1=NN2C(C(=N1)N)=NC=C2CC2CCNCC2 2-pentyl-7-(piperidin-4-ylmethyl)imidazo[2,1-f][1,2,4]triazin-4-amine